benzyl 4-[2-[ethyl(methyl)amino]ethylcarbamoyloxy]decanoate C(C)N(CCNC(=O)OC(CCC(=O)OCC1=CC=CC=C1)CCCCCC)C